C(CCC)OC=1C(OC2=CC=CC=C2C1)=O butyloxycoumarin